S1C=C(C=C1)N1C[C@H](CC1)CN1C[C@H](C([C@H](C1)O)O)O (3R,4R,5S)-1-(((R)-1-(thiophen-3-yl)pyrrolidin-3-yl)methyl)piperidine-3,4,5-triol